2-(2-(1-(Cyclopropylsulfonyl)-1H-pyrazol-4-yl)pyrimidin-4-yl)-N4-((1s,4s)-4-((dimethylamino)methyl)cyclohexyl)-5-((1-(trifluoromethyl)-1H-pyrazol-4-yl)ethynyl)pyridine-2,4-diamine C1(CC1)S(=O)(=O)N1N=CC(=C1)C1=NC=CC(=N1)C1(NC=C(C(=C1)NC1CCC(CC1)CN(C)C)C#CC=1C=NN(C1)C(F)(F)F)N